(2-hydroxy-2,3-dihydro-1H-inden-4-yl)-6-methoxy-3-(6-((tetrahydrofuran-3-yl)oxy)pyridin-3-yl)-1H-pyrazolo[4,3-b]pyridine-1-carboxylic acid tert-butyl ester C(C)(C)(C)OC(=O)N1N=C(C2=NC(=C(C=C21)OC)C2=C1CC(CC1=CC=C2)O)C=2C=NC(=CC2)OC2COCC2